diphenyl(2,4,6-trimethylbenzoyl)phosphin oxide C1(=CC=CC=C1)P(C(C1=C(C=C(C=C1C)C)C)=O)(C1=CC=CC=C1)=O